ClC=1C=2C(N=C3N(C2C=CC1)C1=CC(=CC=C1C31CCCCC1)C1CCN(CC1)CC1CC3(C1)CCN(CC3)C3=CC(=C(C(=C3)F)C3C(NC(CC3)=O)=O)F)=O 3-(4-(2-((4-(4'-chloro-5'-oxo-5'H-spiro[cyclohexane-1,7'-indolo[1,2-a]quinazolin]-10'-yl)piperidin-1-yl)methyl)-7-azaspiro[3.5]nonan-7-yl)-2,6-difluorophenyl)piperidine-2,6-dione